C1(=CC=CC=C1)C(CC)C=1NC(=NN1)S 5-(1-phenylpropyl)-4H-[1,2,4]-triazole-3-thiol